ClC1=C(C(=O)NC2=C3C=NN(C3=CC=C2)C2=CC(=NC=C2)C2CC2)C=C(C=C1)CNC(CC(C)(C)C)=O 2-Chloro-N-[1-(2-cyclopropylpyridin-4-yl)-1H-indazol-4-yl]-5-{[(3,3-dimethylbutanoyl)amino]methyl}benzamide